3-[3-Methyl-5-[2-[(2R)-1-methylpiperazin-2-yl]ethyl]-2-oxo-benzimidazol-1-yl]piperidine-2,6-dione CN1C(N(C2=C1C=C(C=C2)CC[C@H]2N(CCNC2)C)C2C(NC(CC2)=O)=O)=O